ClC=1C=CC=2C(C3=CC=C(C=C3NC2C1)OC)(C)C 3-chloro-6-methoxy-9,9-dimethyl-9,10-dihydroacridine